methyl 3-((2,4-dioxotetrahydropyrimidin-1(2H)-yl)methyl)-4-methoxybenzoate O=C1N(CCC(N1)=O)CC=1C=C(C(=O)OC)C=CC1OC